O[C@@H]1[C@@H](CCC1)N1N=CC(=C1)C(=O)OC |r| racemic-methyl 1-[(1R,2S)-2-hydroxycyclopentyl]pyrazole-4-carboxylate